C1(=CC(=CC=C1)CN1CC2C(C1)CN(C2)C(=O)N2N=C(C=C2)C(=O)O)C2=CC=CC=C2 1-(5-([1,1'-biphenyl]-3-ylmethyl)octahydropyrrolo-[3,4-c]pyrrole-2-carbonyl)-1H-pyrazole-3-carboxylic acid